[Br-].C(=C)N1C=[NH+]C=C1 1-vinyl-1H-imidazole-3-ium bromide